4-chloro-1-((1-(cyclopropanecarbonyl)piperidin-3-yl)methyl)-N-(5-((4-fluorophenyl)ethynyl)-3-methylpyridin-2-yl)-1H-pyrazole-5-carboxamide ClC=1C=NN(C1C(=O)NC1=NC=C(C=C1C)C#CC1=CC=C(C=C1)F)CC1CN(CCC1)C(=O)C1CC1